2-(6-(2,6-dichloropyridin-4-yl)-2-oxaspiro[3.3]heptane-6-carbonyl)-N-methylthiosemicarbazide ClC1=NC(=CC(=C1)C1(CC2(COC2)C1)C(=O)N(NC)C(=S)N)Cl